C1(CC1)C1=C(C(=NO1)C1=C(C=CC=C1Cl)Cl)COC1CCN(CC1)C1=CC(=C(C(=O)NNC(=O)OC(C)(C)C)C=C1)F Tert-butyl 2-(4-(4-((5-cyclopropyl-3-(2,6-dichlorophenyl)isoxazol-4-yl)methoxy)piperidin-1-yl)-2-fluorobenzoyl)hydrazinecarboxylate